2-(2-amino-6-((4-(pyridin-4-ylmethyl)phenyl)amino)-9H-purin-9-yl)-N-(1-ethyl-3-methyl-1H-pyrazol-5-yl)acetamide NC1=NC(=C2N=CN(C2=N1)CC(=O)NC1=CC(=NN1CC)C)NC1=CC=C(C=C1)CC1=CC=NC=C1